CC1(OB(OC1(C)C)C1=CC=C(C=C1)C=1SC=CN1)C 2-[4-(4,4,5,5-tetramethyl-1,3,2-dioxaborolan-2-yl)phenyl]thiazole